C(C)OC1=CC=C(C=N1)C1=CN=CC(=N1)C(=O)NOC(C)(C)C1=C(C=CC(=C1)OC)F 6-(6-ethoxypyridin-3-yl)-N-((2-(2-fluoro-5-methoxyphenyl)propan-2-yl)oxy)pyrazine-2-carboxamide